3-oxo-3H-benzo[f]chromene-2-carboxamide O=C1OC=2C=CC3=C(C2C=C1C(=O)N)C=CC=C3